C(C)(C)(C)OC(NCCCCCN1C(C=CC1=O)=O)=O (5-(2,5-dioxo-2,5-dihydro-1H-pyrrol-1-yl)pentyl)carbamic acid tert-butyl ester